5-ethoxy-2-(methylsulfanyl)pyrimidin-4-amine C(C)OC=1C(=NC(=NC1)SC)N